C12CNCC(CC1)N2CC=2C=C(C=CC2F)NC2=NC=CC(=N2)NC2=NC(=NC=C2)C2=NC(=CC=C2)C N2-[3-(3,8-diazabicyclo[3.2.1]octan-8-ylmethyl)-4-fluoro-phenyl]-N4-[2-(6-methyl-2-pyridyl)pyrimidin-4-yl]pyrimidine-2,4-diamine